N-(3-(((3-cyano-1-((2-(trimethylsilyl)ethoxy)methyl)-1H-pyrazolo[3,4-b]pyridin-5-yl)oxy)methyl)-2,4-difluorophenyl)-5-fluoro-2-methoxypyridine-3-sulfonamide C(#N)C1=NN(C2=NC=C(C=C21)OCC=2C(=C(C=CC2F)NS(=O)(=O)C=2C(=NC=C(C2)F)OC)F)COCC[Si](C)(C)C